CC(C(C(=O)[O-])=O)C.CC(C(C(=O)[O-])=O)C.[Ca+2] calcium bis(3-methyl-2-oxo-butyrate)